C(C)C1=NC(=NC=C1OC1CCCCC1)C=1C=NN(C1CNC1=NC=CC(=N1)OCCCF)C (1S,3S)-3-((4-Ethyl-2-(5-(((4-(3-fluoropropoxy)pyrimidin-2-yl)amino)methyl)-1-methyl-1H-pyrazol-4-yl)pyrimidin-5-yl)oxy)cyclohexan